di(tert-butyl)silanolate C(C)(C)(C)[SiH]([O-])C(C)(C)C